N-ethyl-5-(4-((8-methyl-6-oxo-7-(trifluoromethyl)-5,6-dihydro-1,5-naphthyridin-3-yl)methyl)piperazin-1-yl)pyridine C(C)N1CC=CC(=C1)N1CCN(CC1)CC=1C=NC=2C(=C(C(NC2C1)=O)C(F)(F)F)C